2-(triallylsilyl)ethyl-methacrylate C(C=C)[Si](CCOC(C(=C)C)=O)(CC=C)CC=C